C(C=C)N1C(C2=NC(=CC=C2C1=O)NC1=NC=C(C(=C1)N[C@H](CO)C1=CC=CC=C1)C=1OC=NN1)(C)C (S)-6-allyl-2-((4-((2-hydroxy-1-phenylethyl)amino)-5-(1,3,4-oxadiazol-2-yl)pyridin-2-yl)amino)-7,7-dimethyl-6,7-dihydro-5H-pyrrolo[3,4-b]pyridin-5-one